C(C)OC(=O)C=1C(C=C2N(C(CC3=CC(=C(C=C23)OC)OCCCOC)C(COCC2=CC=CC=C2)(C)C)C1)=O 6-(1-(benzyloxy)-2-methylpropan-2-yl)-10-methoxy-9-(3-methoxypropoxy)-2-oxo-6,7-dihydro-2H-pyrido[2,1-a]isoquinoline-3-carboxylic acid ethyl ester